N-(6-chloro-1-(3-(3-hydroxyphenyl)prop-2-yn-1-yl)-3-methyl-2,4-dioxo-1,2,3,4-tetrahydropyrimidin-5-yl)-3-(4-fluorophenyl)propanamide ClC1=C(C(N(C(N1CC#CC1=CC(=CC=C1)O)=O)C)=O)NC(CCC1=CC=C(C=C1)F)=O